7-Amino-1-(2-chloro-5-fluorophenyl)-2-[(4-methoxyphenyl)methyl]-3-oxo-2,3-dihydro-1H-isoindole-5-carboxylic acid NC=1C=C(C=C2C(N(C(C12)C1=C(C=CC(=C1)F)Cl)CC1=CC=C(C=C1)OC)=O)C(=O)O